4-[(14-amino-3,6,9,12-tetraoxatetradec-1-yl)carbamoyl]-2-[4,7,10-tris(carboxymethyl)-1,4,7,10-tetraazacyclododecan-1-yl]Butyric acid hydrochloride Cl.NCCOCCOCCOCCOCCNC(=O)CCC(C(=O)O)N1CCN(CCN(CCN(CC1)CC(=O)O)CC(=O)O)CC(=O)O